(S)-7-fluoro-6-(4-methoxy-5-(trifluoromethyl)pyridin-2-yl)-2-(4-((6-oxo-5-(trifluoromethyl)-1,6-dihydropyridazin-4-yl)amino)pentyl)isoquinolin-1(2H)-one FC1=C(C=C2C=CN(C(C2=C1)=O)CCC[C@H](C)NC=1C=NNC(C1C(F)(F)F)=O)C1=NC=C(C(=C1)OC)C(F)(F)F